(4-(2-(2-aminopyridin-3-yl)-5-(3-methylisoxazol-4-yl)-3H-imidazo[4,5-b]pyridin-3-yl)phenyl)methanol NC1=NC=CC=C1C1=NC=2C(=NC(=CC2)C=2C(=NOC2)C)N1C1=CC=C(C=C1)CO